Ethyl 5-(2-amino-4-chlorophenyl)-2-(3-methoxybenzyl)-1-methyl-1H-imidazole-4-carboxylate NC1=C(C=CC(=C1)Cl)C1=C(N=C(N1C)CC1=CC(=CC=C1)OC)C(=O)OCC